3-(5-(((1S,2S)-2-(3-(1-(3,3-difluorocyclobutane-1-carbonyl)piperidin-4-yl)azetidin-1-yl)cyclohexyl)oxy)-1-oxoisoindolin-2-yl)piperidine-2,6-dione FC1(CC(C1)C(=O)N1CCC(CC1)C1CN(C1)[C@@H]1[C@H](CCCC1)OC=1C=C2CN(C(C2=CC1)=O)C1C(NC(CC1)=O)=O)F